4-chloro-3-fluoro-N-(prop-2-yn-1-yl)benzamide ClC1=C(C=C(C(=O)NCC#C)C=C1)F